bitetrazol N1=NN=NC1=C1N=NN=N1